ClC=1C(=CC(=C(C1)NC1=NC(=NC=N1)NC=1C(=CC(=C(C1)NC(C=C)=O)N1C[C@@H](CC1)N(C)C)OC)C(C)(C)O)F (R)-N-(5-(4-(5-chloro-4-fluoro-2-(2-hydroxypropan-2-yl)phenylamino)-1,3,5-triazin-2-ylamino)-2-(3-(dimethylamino)pyrrolidin-1-yl)-4-methoxyphenyl)acrylamide